N[C@H](C(=O)O)CC=1C=NC(=NC1)N (S)-2-amino-3-(2-aminopyrimidin-5-yl)propanoic acid